7-methoxy-4-{1H-pyrrolo[2,3-b]pyridin-4-yl}-1H-1,3-benzodiazol COC1=CC=C(C2=C1NC=N2)C2=C1C(=NC=C2)NC=C1